CN1N=CC2=CC(=CC=C12)C1CCC(CC1)OC[C@@H]1CN(CC[C@@H]1N)C=1N=NC=CC1 (3R,4S)-3-(((4-(1-methyl-1H-indazol-5-yl)cyclohexyl)oxy)methyl)-1-(pyridazin-3-yl)piperidin-4-amine